9-cyclopropyl-6-((4,6-dimethyl-2-oxo-1,2-dihydropyridin-3-yl)methyl)-2-(trans-4-(dimethylamino)cyclohexyl)-2,4-dimethyl-7,8-dihydro-[1,3]dioxolo[4,5-g]isoquinolin-5(6H)-one C1(CC1)C=1C=2CCN(C(C2C(=C2C1OC(O2)(C)[C@@H]2CC[C@H](CC2)N(C)C)C)=O)CC=2C(NC(=CC2C)C)=O